1-[4-[4-[Bis[(2,4-dimethoxyphenyl)methyl]amino]-1-[(2,4-dimethoxyphenyl)methyl]-2-(ethoxymethyl)-6-methyl-imidazo[4,5-c]pyridin-7-yl]sulfanyl-3-hydroxy-phenyl]ethanone COC1=C(C=CC(=C1)OC)CN(C1=NC(=C(C2=C1N=C(N2CC2=C(C=C(C=C2)OC)OC)COCC)SC2=C(C=C(C=C2)C(C)=O)O)C)CC2=C(C=C(C=C2)OC)OC